CN1C2=C(OC[C@@H](C1=O)NC(=O)C=1NC3=C(C=CC=C3C1)C1=CC(=CC=C1)C(F)(F)F)C=CC=C2 (S)-N-(5-methyl-4-oxo-2,3,4,5-tetrahydrobenzo[b][1,4]oxazepin-3-yl)-7-(3-(trifluoromethyl)phenyl)-1H-indole-2-carboxamide